NC=1C2=C(N=CN1)N(C=C2Br)[C@@H]2O[C@@H]([C@H]([C@H]2O)O)\C=C\C2CNCCC2 (2R,3R,4S,5R)-2-{4-amino-5-bromo-7H-pyrrolo[2,3-d]pyrimidin-7-yl}-5-[(1E)-2-(piperidin-3-yl)ethenyl]oxolane-3,4-diol